racemic-cis-4-aminocyclobutan-3-ol N[C@@H]1[C@@H](CC1)O |r|